(1r,4r)-4-hydroxy-4-methylcyclohexyl 4-methylbenzenesulfonate CC1=CC=C(C=C1)S(=O)(=O)OC1CCC(CC1)(C)O